ClC1=CC(=C(C=C1)C1COC2=C(O1)C=CC=C2C2=CC=C(C=C2)CC2=NC=1C(=NC(=CC1)C(=O)O)N2CC2OCC2)F 2-[[4-[2-(4-chloro-2-fluoro-phenyl)-2,3-dihydro-1,4-benzodioxin-5-yl]phenyl]methyl]-3-(oxetan-2-ylmethyl)imidazo[4,5-b]pyridine-5-carboxylic acid